7-amino-8-(3-methoxy-2,6-dimethyl-phenyl)quinoline-6-carbonitrile NC1=C(C=C2C=CC=NC2=C1C1=C(C(=CC=C1C)OC)C)C#N